1-(3-ethoxy-4-hydroxyphenyl)ethanol C(C)OC=1C=C(C=CC1O)C(C)O